C(=O)=C1[C@H]([C@@H](O[C@@H]1CO)N1C=NC=2C(N)=NC=NC12)O carbonyl-3'-deoxyadenosine